BrC=1C=CC(=C(O[C@@H](C(=O)OC)C)C1)[N+](=O)[O-] methyl (2R)-2-(5-bromo-2-nitrophenoxy)propanoate